ClC1=CC=2C(=C(N=NC2NC(C)C2=C(C(=CC=C2)C(F)(F)F)C)C)C=N1 7-chloro-4-methyl-N-(1-(2-methyl-3-(trifluoromethyl)phenyl)ethyl)pyrido[3,4-d]pyridazin-1-amine